FC(C(=O)O)(F)F.ClC1=C(OC2=CC=C(C=N2)N2CCC3([C@@H](C=4N(N=CC4)C3)N)CC2)C=CC=C1Cl (S)-1-(6-(2,3-dichlorophenoxy)pyridin-3-yl)-4'H,6'H-spiro[piperidine-4,5'-pyrrolo[1,2-b]pyrazole]-4'-amine (trifluoroacetate)